C(C)(C)(C)N1CC=C(C=C1)NC(CC1=C(C=CC(=C1)Cl)O)=O N-tert.-Butyl-4-[[2-(5-chloro-2-hydroxyphenyl)acetyl]-amino]pyridin